N-ethyl-5-fluoro-N-isopropyl-2-(1-(6-((2-methoxyethyl)(methyl)amino)-2-methylhexan-3-yl)-6',9'-dihydrospiro[azetidine-3,8'-pyrimido[5,4-b]indol]-5'(7'H)-yl)benzamide C(C)N(C(C1=C(C=CC(=C1)F)N1C2=C(C=3CC4(CCC13)CN(C4)C(C(C)C)CCCN(C)CCOC)N=CN=C2)=O)C(C)C